1-[6-(7-cyclopropyl-4-oxo-chromen-3-yl)-5-ethylsulfonyl-3-pyridyl]-cyclopropane-carbonitrile C1(CC1)C1=CC=C2C(C(=COC2=C1)C1=C(C=C(C=N1)C1(CC1)C#N)S(=O)(=O)CC)=O